C(CCCCCC)C1=CC(=C(C(=C1)C(C)(C)C)O)C(C)(C)C 4-heptyl-2,6-di-tert-butylphenol